F[C@@H](CNCCCCC1=CC=C2CCCN(C2=N1)C(=O)OC(C)(C)C)COC tert-butyl (S)-7-(4-((2-fluoro-3-methoxypropyl)amino) butyl)-3,4-dihydro-1,8-naphthyridine-1(2H)-carboxylate